(3S)-1-METHYL-3-PIPERIDINECARBOXYLIC ACID CN1C[C@H](CCC1)C(=O)O